5-(1-carbamimidoyl-1,2,3,6-tetrahydropyridin-4-yl)-N-(4-(1-carbamimidoyl-1,2,3,6-tetrahydropyridin-4-yl)phenyl)thiophene-2-carboxamide C(N)(=N)N1CCC(=CC1)C1=CC=C(S1)C(=O)NC1=CC=C(C=C1)C=1CCN(CC1)C(N)=N